O=C1NC(CCC1NC1=CC=C(C=C1)N1CCC(CC1)CN1CCC2(CC(C2)NC(OC(C)(C)C)=O)CC1)=O tert-butyl (7-((1-(4-((2,6-dioxopiperidin-3-yl)amino)phenyl)piperidin-4-yl)methyl)-7-azaspiro[3.5]nonan-2-yl)carbamate